O1C(CCSSCCC1=O)=O 1,5,6-oxadithionane-2,9-dione